C(#C)C=1SC=C(N1)NC(=O)NCC1=CC=C(C=C1)C=1C(=CC2=C(N=CS2)C1)F 1-(2-ethynylthiazol-4-yl)-3-(4-(6-fluorobenzo[d]thiazol-5-yl)benzyl)urea